N-[(1S)-5-[2-(2-aminopyridin-3-yl)-5-phenylimidazo[4,5-b]pyridin-3-yl]-2,3-dihydro-1H-inden-1-yl]acetamide NC1=NC=CC=C1C1=NC=2C(=NC(=CC2)C2=CC=CC=C2)N1C=1C=C2CC[C@@H](C2=CC1)NC(C)=O